C1(CC1)NC(C1=C(C(=CC=C1)F)SC1=CC=C2C(=NN(C2=C1)C1OCCCC1)\C=C\C1=NC=C(C=C1)CN1CCCC1)=O N-cyclopropyl-3-fluoro-2-[3-[(trans)-2-[5-(pyrrolidin-1-ylmethyl)-2-pyridinyl]vinyl]-1-tetrahydropyran-2-yl-indazol-6-yl]sulfanylbenzamide